2-(6-((4-chloro-2-fluorobenzyl)oxy)pyridin-2-yl)-2,4,5,6-tetrahydropyrrolo[3,4-c]pyrazole 4-methylbenzenesulfonate CC1=CC=C(C=C1)S(=O)(=O)O.ClC1=CC(=C(COC2=CC=CC(=N2)N2N=C3C(=C2)CNC3)C=C1)F